6-bromo-2-((6-methoxypyridin-3-yl)methyl)phthalazine-1(2H)-one BrC=1C=C2C=NN(C(C2=CC1)=O)CC=1C=NC(=CC1)OC